[O-2].[Yb+3].[La+3].[O-2].[O-2] Lanthanum ytterbium oxide